7-methoxy-2-(trifluoromethyl)-9H-indeno[2,1-d]Pyrimidin-9-one COC1=CC=2C(C=3N=C(N=CC3C2C=C1)C(F)(F)F)=O